2-(5,6-diphenylpyrazin-2-yl)sulfanyl-N,N-dimethyl-acetamide C1(=CC=CC=C1)C=1N=CC(=NC1C1=CC=CC=C1)SCC(=O)N(C)C